COC1=C(C=C(C=C1)B(O)O)OCOC 4-METHOXY-3-(METHOXYMETHOXY)PHENYLBORONIC ACID